2,2-bistrifluoromethyl-4,5-difluoro-1,3-dioxane FC(C1(OCC(C(O1)F)F)C(F)(F)F)(F)F